[1-[2-(4-bromophenoxy)ethyl]-4-piperidinyl]methanol tert-Butyl-2-methyl-4-oxo-4,5,6,8-tetrahydropyrido[3,4-d]pyrimidine-7(3H)-carboxylate C(C)(C)(C)N1C(=NC2=C(C1=O)CCN(C2)C(=O)OCC2CCN(CC2)CCOC2=CC=C(C=C2)Br)C